6-(cyclopropanecarboxamido)-4-((3-(6-(dimethylcarbamoyl)pyridazin-3-yl)-5-fluoro-2-methoxyphenyl)amino)-N-(methyl-d3)pyridazine-3-carboxamide C1(CC1)C(=O)NC1=CC(=C(N=N1)C(=O)NC([2H])([2H])[2H])NC1=C(C(=CC(=C1)F)C=1N=NC(=CC1)C(N(C)C)=O)OC